2-[(4-bromo-3-chloro-phenyl)methyl]-4-methyl-morpholine BrC1=C(C=C(C=C1)CC1CN(CCO1)C)Cl